tert-butyl N-[4-[(4-chlorophenyl)-methyl-carbamoyl]phenyl]-N-methyl-carbamate ClC1=CC=C(C=C1)N(C(=O)C1=CC=C(C=C1)N(C(OC(C)(C)C)=O)C)C